FC1=C(C=CC(=C1F)OCCN1CCOCC1)\C=N\N1[C@](CCC1)(C(=O)OC)C methyl (2R)-1-[(E)-[2,3-difluoro-4-(2-morpholin-4-ylethoxy)phenyl]methylideneamino]-2-methylpyrrolidine-2-carboxylate